FC1=C(CCN2[C@H](C(C(C(C2)O)O)O)CO)C(=CC(=C1)C1CCOCC1)F (S)-1-(2,6-difluoro-4-(tetrahydro-2H-pyran-4-yl)phenethyl)-2-(hydroxymethyl)piperidine-3,4,5-triol